4-(N-methyl-N-(3-(N-acetyl-L-methionylamino)-4-methoxyphenyl)-amino)coumarin CN(C1=CC(=C(C=C1)OC)NC([C@@H](NC(C)=O)CCSC)=O)C1=CC(OC2=CC=CC=C12)=O